imidazooxazolone C1=NC2=NC(=O)OC2=N1